1,19-heneicosanediol diacrylate C(C=C)(=O)OCCCCCCCCCCCCCCCCCCC(CC)OC(C=C)=O